5-bromo-N-(2-methoxyethyl)-2-nitroaniline BrC=1C=CC(=C(NCCOC)C1)[N+](=O)[O-]